dicyclohexyl-[3,6-dimethylOxy-2',4',6'-tris(prop-2-yl)biphenyl-2-yl]Phosphane C1(CCCCC1)P(C1=C(C(=CC=C1OC)OC)C1=C(C=C(C=C1C(C)C)C(C)C)C(C)C)C1CCCCC1